(6-chloro-7-methoxy-2-methyl-3-(4-(4-(trifluoromethoxy)phenoxy) phenyl)quinolin-4-yloxy)methyl acetate C(C)(=O)OCOC1=C(C(=NC2=CC(=C(C=C12)Cl)OC)C)C1=CC=C(C=C1)OC1=CC=C(C=C1)OC(F)(F)F